3-(2-amino-1-(7-(2-fluoropyridin-4-yl)-4-oxoquinazolin-3(4H)-yl)ethyl)benzonitrile NCC(N1C=NC2=CC(=CC=C2C1=O)C1=CC(=NC=C1)F)C=1C=C(C#N)C=CC1